(2S)-1-tert-butoxycarbonylazetidine-2-carboxylic acid C(C)(C)(C)OC(=O)N1[C@@H](CC1)C(=O)O